2-chloro-4-hydroxy-6-methoxyquinoline-3-carboxylic acid ClC1=NC2=CC=C(C=C2C(=C1C(=O)O)O)OC